N-(4-chlorophenyl)-1-(3-(furan-2-yl)benzoyl)piperidine-3-carboxamide ClC1=CC=C(C=C1)NC(=O)C1CN(CCC1)C(C1=CC(=CC=C1)C=1OC=CC1)=O